OCCC1(O)CC(O)(CC=C1)CCO 1,3-bis(2-hydroxyethyl)resorcinol